COC(=O)[C@@H]1CC[C@H](CC1)OC1=NC=CC=C1 trans-4-(pyridin-2-yloxy)-cyclohexanecarboxylic acid methyl ester